N-phenylthiocarbamic acid (dimethylphenyl) ester CC=1C(=C(C=CC1)OC(NC1=CC=CC=C1)=S)C